ClC1=NC=C(C(=C1)C1=CC(=NO1)C1CC1)C 5-(2-chloro-5-methylpyridin-4-yl)-3-cyclopropylisoxazole